1-bromo-3-fluoro-2-methoxy-5-(1-methylcyclopropyl)benzene BrC1=C(C(=CC(=C1)C1(CC1)C)F)OC